((2S,6S)-6-fluoro-1,4-oxazepanyl-2-yl)methanol F[C@H]1CNCC(OC1)=CO